2-(3-chloro-4-(4-((5-isopropyl-8-((2R,3S)-2-methyl-3-((methylsulfonyl)methyl)azetidin-1-yl)isoquinoline-3-yl)amino)pyrimidin-2-yl)-1H-pyrazol-1-yl)ethanol ClC1=NN(C=C1C1=NC=CC(=N1)NC=1N=CC2=C(C=CC(=C2C1)C(C)C)N1[C@@H]([C@H](C1)CS(=O)(=O)C)C)CCO